C1=CC=CC=2C3=CC=CC=C3C(C12)COC(=O)N1[C@@H](CCC1)C(=O)ON1C(CCC1=O)=O (2S)-pyrrolidine-1,2-dicarboxylic acid O2-(2,5-dioxopyrrolidin-1-yl) ester O1-(9H-fluoren-9-ylmethyl) ester